FC1=C(C(=C(C(=C1CCO)F)F)F)C1=C(C=C(C(=C1)[N+](=O)[O-])OC)F 2-(2,2',4,5,6-pentafluoro-4'-methoxy-5'-nitro-[1,1'-biphenyl]-3-yl)ethan-1-ol